Methyl 3-[tert-butoxycarbonyl-[(E)-4-(4,4,5,5-tetramethyl-1,3,2-dioxaborolan-2-yl)but-3-enyl]amino]propanoate C(C)(C)(C)OC(=O)N(CCC(=O)OC)CC\C=C\B1OC(C(O1)(C)C)(C)C